(2R,3R,4S,5R)-2-(6-chloro-4-(((R)-1-(4-(pentafluoro-λ6-sulfanyl)phenyl)ethyl)amino)-1H-pyrazolo[3,4-d]pyrimidin-1-yl)-5-(hydroxymethyl)tetrahydrofuran-3,4-diol ClC1=NC(=C2C(=N1)N(N=C2)[C@@H]2O[C@@H]([C@H]([C@H]2O)O)CO)N[C@H](C)C2=CC=C(C=C2)S(F)(F)(F)(F)F